(3R)-N-(cyclopropylmethyl)-1-(6-(1-(4-(6-(pyrrolidin-1-yl)pyrazin-2-yl)-1H-1,2,3-triazol-1-yl)ethyl)pyridin-3-yl)piperidin-3-amine C1(CC1)CN[C@H]1CN(CCC1)C=1C=NC(=CC1)C(C)N1N=NC(=C1)C1=NC(=CN=C1)N1CCCC1